NC1=C2C(=NC=N1)N(N=C2C2=C(C=C(C=C2)OC2=CC=CC=C2)F)[C@H]2CN(CCC2)C(=O)\C(\C#N)=C\C(C)(C)C (R,E)-2-(3-(4-amino-3-(2-fluoro-4-phenoxyphenyl)-1H-pyrazolo[3,4-d]-pyrimidin-1-yl)piperidine-1-carbonyl)-4,4-dimethylpent-2-enenitrile